BrC=1C=C(C(=NC1)F)CP(OCC)(OCC)=O diethyl (5-bromo-2-fluoropyridin-3-yl)methylphosphonate